Cl.NCCCCCNC(OCC1=CC=CC=C1)=O benzyl (5-aminopentyl)carbamate hydrochloride